CC1=C(C(=O)O)C=CC(=C1)O.OC1=CC=C(C(=O)OC)C=C1 methyl para-hydroxybenzoate (methyl-p-hydroxybenzoate)